vinyl-3-propylimidazole bromide [Br-].C(=C)C1=NC=CN1CCC